FC(O[C@H]1CN(CC1)C(C(=O)C1=CNC2=CC=C(C=C12)OC)=O)F (R)-1-(3-(difluoromethoxy)pyrrolidin-1-yl)-2-(5-methoxy-1H-indol-3-yl)ethane-1,2-dione